C(C)C1CCC=2C=CC=C3C(CCN1C23)NCC[C@]2(CCOC3(CCCC3)C2)C2=NC=CC=C2 5-ethyl-N-(2-((R)-9-(pyridin-2-yl)-6-oxaspiro[4.5]decan-9-yl)ethyl)-2,3,6,7-tetrahydro-1H,5H-pyrido[3,2,1-ij]quinolin-1-amine